CC1=C(SC=C1)C(=CCC[NH+]2CCC[C@H](C2)C(=O)O)C3=C(C=CS3)C The molecule is an ammonium ion resulting from the protonation of the tertiary amino group of tiagabine. It is a conjugate acid of a tiagabine.